4-((1-(but-2-ynoyl)piperidin-4-ylidene)methyl)-5-fluoro-2,3-dimethyl-1H-indole-7-carboxamide C(C#CC)(=O)N1CCC(CC1)=CC1=C2C(=C(NC2=C(C=C1F)C(=O)N)C)C